2-bromo-5-(trifluorometh-oxy)pyridine BrC1=NC=C(C=C1)OC(F)(F)F